ClC1=NC(=NC(=N1)C1=CC=CC=C1)C1=CC=C(C=C1)C=1C=NC=CC1 2-chloro-4-phenyl-6-(4-(pyridin-3-yl)phenyl)-1,3,5-triazine